2-chloro-4-(3-(4-(4-(hydroxymethyl)piperidin-1-yl)phenyl)-4,4-dimethyl-5-oxo-2-thioxoimidazolidin-1-yl)benzonitrile ClC1=C(C#N)C=CC(=C1)N1C(N(C(C1=O)(C)C)C1=CC=C(C=C1)N1CCC(CC1)CO)=S